NC1=C2C(=NC=N1)N(N=C2C2=C(C=CC(=C2)OC)Cl)C(C)C=2OC1=CC=CC=C1C(C2C2=CC(=CC=C2)F)=O 2-(1-(4-amino-3-(2-chloro-5-methoxyphenyl)-1H-pyrazolo[3,4-d]pyrimidin-1-yl)ethyl)-3-(3-fluorophenyl)-4H-chromen-4-one